C(C)[N+](C)(C)CCO Ethyl-(2-hydroxyethyl)-dimethyl-ammonium